C(C)(=O)N1C(N(CC1)C)=O (S)-3-Acetyl-1-methyl-2-oxoimidazolidine